4-(2-(2-aminopyridin-3-yl)-5-(pyridin-2-yl)-3H-imidazo[4,5-b]pyridin-3-yl)benzyl acetate C(C)(=O)OCC1=CC=C(C=C1)N1C(=NC=2C1=NC(=CC2)C2=NC=CC=C2)C=2C(=NC=CC2)N